(S)-2-((2-(4-cyanophenyl)propyl)amino)-2-(1-methyl-1H-pyrazol-4-yl)-N-(5-(1-methyl-1H-pyrazol-4-yl)pyridin-2-yl)acetamide C(#N)C1=CC=C(C=C1)C(CN[C@H](C(=O)NC1=NC=C(C=C1)C=1C=NN(C1)C)C=1C=NN(C1)C)C